BrC1=CC=C2C(=CC(=NC2=C1)[C@@H]1[C@H](C1)C1=CC(=CC=C1)Cl)OC |r| rac-7-bromo-2-((1S*,2S*)-2-(3-chlorophenyl)cyclopropyl)-4-methoxyquinoline